3-(4-((8-(diethylamino)octyl)thio)-6-fluoro-1-oxoisoindolin-2-yl)piperidine C(C)N(CCCCCCCCSC1=C2CN(C(C2=CC(=C1)F)=O)C1CNCCC1)CC